N1(CCC1)CC(C(=O)O)C 3-(azetidin-1-yl)-2-methylpropanoic acid